7-[2-methoxy-4-(trifluoromethyl)phenyl]-1-(2-trimethylsilylethoxymethyl)-5H-pyrrolo[2,3-d]pyridazin-4-one COC1=C(C=CC(=C1)C(F)(F)F)C1=NNC(C2=C1N(C=C2)COCC[Si](C)(C)C)=O